(1r,5s,6s)-3-(1,3-benzodioxol-5-ylmethyl)-N-[6-(2-chloro-5-fluoro-phenyl)pyridazin-3-yl]-3-azabicyclo[3.1.0]hexane-6-amine O1COC2=C1C=CC(=C2)CN2C[C@@H]1C([C@@H]1C2)NC=2N=NC(=CC2)C2=C(C=CC(=C2)F)Cl